C(CCCCCCCCC)OC(C=1C(C(=O)OCCCCCCCCCC)=CC=CC1)=O.NC1=CC=C(C=N1)C1=CC=CC=2N(C(NC21)=O)C2CCN(CC2)C(=O)NC2=CC(=C(C=C2)Cl)OC 4-[4-(6-aminopyridin-3-yl)-2-oxo-2,3-dihydro-1H-1,3-benzodiazol-1-yl]-N-(4-chloro-3-methoxyphenyl)piperidine-1-carboxamide dinormal decyl-phthalate